FC1(CN(CC1)C[C@@H]1[C@H](C1)C#CC=1C(=C(C(=CC1)O)N1CC(NS1(=O)=O)=O)F)F |o1:7,8| rel-5-(3-(((1S,2S)-2-((3,3-difluoropyrrolidin-1-yl)methyl)cyclopropyl)ethynyl)-2-fluoro-6-hydroxyphenyl)-1,2,5-thiadiazolidin-3-one 1,1-dioxide